C(CCCCCCCCCCCCCCCCC)OC=1C=C(C(=O)OCC(=O)O[C@@]2(C[C@@H](O[C@@H]2COP(=O)([C@@]2(C[C@@H](O[C@@H]2CO)N2C(=O)NC(=O)C(C)=C2)O)OCCC#N)N2C=NC=3C(NC(C4=CC=CC=C4)=O)=NC=NC23)O)C=C(C1OCCCCCCCCCCCCCCCCCC)OCCCCCCCCCCCCCCCCCC 5'-O-((2-Cyanoethoxy)(Thymidine-3'-Yl)Phosphoryl)-N6-Benzoyldeoxyadenosine-3'-Yl 2-((3,4,5-Tris(Octadecyloxy)Benzoyl)Oxy)Acetate